N-[(4-methoxyphenyl)methyl]-8-(1-methyl-1H-pyrazol-4-yl)-2-(morpholin-4-yl)pyrazolo[1,5-a][1,3,5]triazin-4-amine COC1=CC=C(C=C1)CNC1=NC(=NC=2N1N=CC2C=2C=NN(C2)C)N2CCOCC2